COC1=CC(=C(C(=C1C(C)=O)OCOC)CC=C(C)C)OCOC 1-(6-methoxy-2,4-bis(methoxymethoxy)-3-(3-methylbut-2-en-1-yl)phenyl)ethan-1-one